tert-Butyl 3-((1R,3R,5S)-3-sulfamoyl-8-azabicyclo[3.2.1]octan-8-yl)azetidine-1-carboxylate S(N)(=O)(=O)C1C[C@H]2CC[C@@H](C1)N2C2CN(C2)C(=O)OC(C)(C)C